FC=1C=CC=C2C=C(C=NC12)C(=O)N 8-fluoro-quinoline-3-carboxamide